C(C)OC(=O)C=1C=NN2C1N=C(C=C2Cl)COC 7-chloro-5-(methoxymethyl)pyrazolo[1,5-a]Pyrimidine-3-carboxylic acid ethyl ester